C(=O)C1CCC(CC1)N1N=C2C=NC(=CC2=C1)NC(=O)C1=NC(=CC=C1)C(F)(F)F N-[2-(4-formylcyclohexyl)pyrazolo[3,4-c]Pyridin-5-yl]-6-(trifluoromethyl)pyridine-2-carboxamide